C(#N)C1=CC=C(C=C1)C(CP(C1=CC=CC=C1)C1=CC=CC=C1)=NO 2-(4-cyanophenyl)-2-hydroxyiminoethyldiphenylphosphine